(2,3-difluoro-5-methoxy-4-(piperidine-1-carbonyl)phenyl)boronic acid FC1=C(C=C(C(=C1F)C(=O)N1CCCCC1)OC)B(O)O